C(C1=CC=CC=C1)OC[C@H]1CNC[C@H](O1)C (2R,6R)-2-(benzyloxymethyl)-6-methylmorpholine